3-bromo-1H-indol-7-amine BrC1=CNC2=C(C=CC=C12)N